6-(2-chlorophenyl)-4-[(3R)-3-methylmorpholin-4-yl]-1H-pyridin-2-one ClC1=C(C=CC=C1)C1=CC(=CC(N1)=O)N1[C@@H](COCC1)C